C(CCCCC)C(CC(=O)OCCCCCCNCCCN(CCO)CCCC(=O)OCCCCCCCCCC)CCCCCC 6-((3-((4-(decyloxy)-4-oxobutyl)(2-hydroxyethyl)amino)propyl)amino)hexyl 3-hexylnonanoate